1,4-di[1-methyl-1-(t-butylperoxy)ethyl]benzene CC(C)(OOC(C)(C)C)C1=CC=C(C=C1)C(C)(C)OOC(C)(C)C